OC1=C(C=CC(=C1)OC(CCCCCCC)CC)N1N=C2C(=N1)C=CC=C2C2=CC=CC=C2CC(CCCl)NCCCl 2-[2'-hydroxy-4'-(1''-ethyloctyl)oxyphenyl]benzotriazolebenzyl-3-chloro-N-(2-chloroethyl)propan-1-amine